2-[2-(Methacryloyloxy)ethyloxy]ethyl isocyanate C(C(=C)C)(=O)OCCOCCN=C=O